methyl-3,5-di-tert-butyl-4-hydroxy-hydrocinnamate COC(CCC1=CC(=C(C(=C1)C(C)(C)C)O)C(C)(C)C)=O